C(#N)[C@H](CC1=C(C=C(C=C1)B1OC(C(O1)(C)C)(C)C)F)NC(OC(C)(C)C)=O tert-butyl (S)-(1-cyano-2-(2-fluoro-4-(4,4,5,5-tetramethyl-1,3,2-dioxaborolan-2-yl)phenyl)ethyl)carbamate